CC1(C2=CC=CC=C2C=2C=CC(=CC12)N(C1=CC=C2C(CC(C2=C1)C)(C)C)C1=CC=2C(C3=CC=CC=C3C2C=C1)(C)C)C 6-(bis(9,9-dimethyl-9H-fluoren-2-yl)amino)-1,3,3-trimethyl-2,3-dihydro-1H-inden